C(C)(=O)NC1=CC(=C(C(=O)O)C=C1)C(C)SSC 4-acetylamino-2-(1-(methyldisulfaneyl)ethyl)benzoic acid